C12(CC(C1)(C2)NC(COC2=CC=C(C=C2)C(F)F)=O)NC(COC2=CC=C(C=C2)C(F)F)=O N,N'-(bicyclo[1.1.1]pentane-1,3-diyl)bis{2-[4-(difluoromethyl)phenoxy]acetamide}